ClC1=CC=C(C(=N1)CN1C(C2=CC=CC=C2C1=O)=O)B1OC(C(O1)(C)C)(C)C 2-[[6-Chloro-3-(4,4,5,5-tetramethyl-1,3,2-dioxaborolan-2-yl)-2-pyridyl]methyl]-isoindoline-1,3-dione